4,4'-sulfonylbis(methylbenzene) CC1=CC=C(C=C1)S(=O)(=O)C2=CC=C(C=C2)C